18-Octadecanolide C1(CCCCCCCCCCCCCCCCCO1)=O